BrC1=CC=2C(C3=CC(=CC=C3C2C=C1)Br)(CCP(OCC)(OCC)=O)CCP(OCC)(OCC)=O tetraethyl [(2,7-dibromo-9H-fluorene-9,9-diyl)di(ethane-2,1-diyl)]bis(phosphonate)